6-((2-(2,6-dioxopiperidin-3-yl)-1-oxoisoindolin-4-yl)oxy)-N-hydroxyhexanamide O=C1NC(CCC1N1C(C2=CC=CC(=C2C1)OCCCCCC(=O)NO)=O)=O